FC1=C(C=C(C(=C1)C(F)(F)F)C=1N=NC=CC1)NC(=O)N1C2CC(CC1(C2)C(=O)O)C 6-((2-fluoro-5-(pyridazin-3-yl)-4-(trifluoromethyl)phenyl)carbamoyl)-3-methyl-6-azabicyclo[3.1.1]heptane-1-carboxylic acid